FC1=C(C(=C2C=CNC2=C1)C=C)OC1=CC(=C(C=C1)F)C1=NNC=C1 6-Fluoro-5-(4-fluoro-3-(1H-pyrazol-3-yl)phenoxy)-4-vinyl-1H-indole